5-((dimethylamino)methyl)-1-ethyl-N-((5-(2-methoxypyridin-4-yl)-2,3-dihydro-1H-inden-4-yl)carbamoyl)-1H-pyrazole-3-sulfonamide CN(C)CC1=CC(=NN1CC)S(=O)(=O)NC(NC1=C2CCCC2=CC=C1C1=CC(=NC=C1)OC)=O